SC=1NC2=C(N1)C=CC(=C2)C(=O)O L-2-mercaptobenzimidazole-5-carboxylic acid